3-[4-[9-[[4-[(3R,5R)-5-[(5-chloro-1-methyl-6-oxo-pyridazin-4-yl)amino]-1-methyl-3-piperidyl]phenyl]methyl]-3,9-diazaspiro[5.5]undecan-3-yl]-2-fluoro-phenyl]piperidine-2,6-dione ClC1=C(C=NN(C1=O)C)N[C@@H]1C[C@@H](CN(C1)C)C1=CC=C(C=C1)CN1CCC2(CCN(CC2)C2=CC(=C(C=C2)C2C(NC(CC2)=O)=O)F)CC1